BrC=1C(=NC(=NC1)NC1=C(C=C(C(=C1)C)N1CCC(CC1)N1CCN(CC1)C)OC)NC1=CC=CC=2CC(OC21)(C)C 5-Bromo-N4-(2,2-dimethyl-2,3-dihydrobenzofuran-7-yl)-N2-(2-methoxy-5-methyl-4-(4-(4-Methylpiperazin-1-yl)piperidin-1-yl)phenyl)pyrimidine-2,4-diamine